(4-((2-(4,4-dimethylpentan-2-yl)-5,7,7-trimethyloctyl)-oxy)phenyl)diphenylvinylsilane aluminum tri(ethyl-acetoacetate) C(C)CC(CC(=O)[O-])=O.C(C)CC(CC(=O)[O-])=O.C(C)CC(CC(=O)[O-])=O.[Al+3].CC(CC(C)C(COC1=CC=C(C=C1)[SiH2]C=C(C1=CC=CC=C1)C1=CC=CC=C1)CCC(CC(C)(C)C)C)(C)C